C(#N)N1C[C@@H](CC1)NC(C1=CC(=C(C(=C1)F)C=1C=NN(C1)C)F)=O (R)-N-(1-cyanopyrrolidin-3-yl)-3,5-difluoro-4-(1-methyl-1H-pyrazol-4-yl)benzamide